FC[C@@H]1N(SOC1)C(=O)OC(C)(C)C tert-butyl (R)-4-(fluoromethyl)-1,2,3-oxathiazolidine-3-carboxylate